BrC1=C(C=C(C=C1)S(=O)(=O)Cl)C(F)(F)F 4-bromo-3-(trifluoromethyl)benzenesulfonyl chloride